COC(=O)C=1C(=NOC1C1=NC(=C(C=C1)Br)C)C 5-(5-bromo-6-methylpyridin-2-yl)-3-methyl-1,2-oxazole-4-carboxylic acid methyl ester